CC1(C(OC1)COC=1C=NC=CC1C1=C(C=2C(NCCC2N1)=O)NC1=C(C(=CC=C1)F)OC)C (+)-2-{3-[(3,3-dimethyloxetan-2-yl)methoxy]pyridin-4-yl}-3-(3-fluoro-2-methoxyanilino)-1,5,6,7-tetrahydro-4H-pyrrolo[3,2-c]pyridin-4-one